C(C)(C)(C)OC(=O)N1C[C@@H](CCC1)NC1=C2C(=NC=C1C=1SC(=CN1)C(=O)OCC)N(C=C2)COCC[Si](C)(C)C ethyl (R)-2-(4-((1-(tert-butoxycarbonyl)piperidin-3-yl)amino)-1-((2-(trimethylsilyl) ethoxy)methyl)-1H-pyrrolo[2,3-b]pyridin-5-yl)thiazole-5-carboxylate